C(C)(C)(C)C1=NN=C(O1)C(=O)N[C@@H]1CCCCC2=C1C=CC(=C2)C2=C1C(=NC=C2)N=C(N1)C=1C=NN(C1C)C1CCOCC1 5-tert-butyl-N-[(5R)-2-{2-[5-methyl-1-(oxan-4-yl)-1H-pyrazol-4-yl]-1H-imidazo[4,5-b]pyridin-7-yl}-6,7,8,9-tetrahydro-5H-benzo[7]annulen-5-yl]-1,3,4-oxadiazole-2-carboxamide